1-isopropyl-2-methyl-6-(5-(1-methyl-1H-pyrazol-4-yl)-1H-pyrrolo[2,3-b]pyridin-3-yl)-1H-imidazo[4,5-c]pyridine C(C)(C)N1C(=NC=2C=NC(=CC21)C2=CNC1=NC=C(C=C12)C=1C=NN(C1)C)C